bis(2-Cyanoethyl) (Z)-(5-((tert-butyldiphenylsilyl)oxy)-4-chloropent-3-en-1-yl)phosphonate [Si](C1=CC=CC=C1)(C1=CC=CC=C1)(C(C)(C)C)OC/C(=C/CCP(OCCC#N)(OCCC#N)=O)/Cl